FC1=CC(=CC2=CN(N=C12)C)C(NC1=CC=C(C=N1)N1C[C@@H](N(CC1)C(=O)OC(C)(C)C)C)=N tert-butyl (S)-4-(6-(7-fluoro-2-methyl-2H-indazole-5-carboximidamido)pyridin-3-yl)-2-methylpiperazine-1-carboxylate